C[C@H]1CN(CC[C@H]1C1=CC(=C(C=C1)C)C(F)(F)F)C(=O)C1CC2(C1)NC(OC2)=O |r| (racemic)-(2s,4S)-2-((3R,4R)-3-Methyl-4-(4-methyl-3-(trifluoromethyl)phenyl)piperidine-1-carbonyl)-7-oxa-5-azaspiro[3.4]octan-6-one